ClC1=CC2=C(N(C=N2)C2=CC=C3C(=CNC3=C2)F)C=C1Cl 5,6-dichloro-N-(3-fluoro-1H-indol-6-yl)-1H-1,3-benzodiazol